C(C)(C)(C)OC(=O)N1CCC(CC1)N1N=CC(=C1)NC1=CC=NC(=C1)C1=C(C=CC=C1F)F 4-((1-(1-(tert-Butoxycarbonyl)piperidin-4-yl)-1H-pyrazol-4-yl)amino)-6-(2,6-difluorophenyl)pyridin